COC(N(C(=O)OC)C1=NC(=CC(=N1)C1=NN(C(=C1CC1=CC=CC=C1)C)C)Cl)=O N-[4-(4-benzyl-1,5-dimethyl-pyrazol-3-yl)-6-chloro-pyrimidin-2-yl]-N-methoxycarbonyl-carbamic acid methyl ester